Cl.COC1=C2C(=NC=NC2=CC(=C1)OCCOC)NC1=CC=C(C=C1)N N1-(5-methoxy-7-(2-methoxyethoxy)quinazolin-4-yl)benzene-1,4-diamine hydrochloride